BrC=1C(=C(C=CC1)[C@@H](C)NC1=NN=C(C=2C=C3C(=CC12)N(C(N3C)=O)C)C)C 5-[[(1R)-1-(3-bromo-2-methyl-phenyl)ethyl]amino]-1,3,8-trimethyl-imidazo[4,5-g]phthalazin-2-one